N-methyl-6,9-dioxo-8-(2-oxo-2H-chromen-6-yl)-5-(4-(3-(trifluoromethyl)-3H-diazirin-3-yl)benzyl)-2,5,8-triazaspiro[3.5]nonane-2-carboxamide CNC(=O)N1CC2(C1)N(C(CN(C2=O)C=2C=C1C=CC(OC1=CC2)=O)=O)CC2=CC=C(C=C2)C2(N=N2)C(F)(F)F